FC1=CC=C(C=C1)C(=O)N1[C@@H](C=2N(CC1)C(=NC2C(=C)C)C2=NC(=NS2)C)C (R)-(4-fluorophenyl)(8-methyl-3-(3-methyl-1,2,4-thiadiazol-5-yl)-1-(prop-1-en-2-yl)-5,6-dihydroimidazo[1,5-a]pyrazin-7(8H)-yl)methanone